3-chloro-2-[2-(methoxymethyl)-1-piperidyl]aniline ClC=1C(=C(N)C=CC1)N1C(CCCC1)COC